BrC1=C(C(=CC=C1OC)S(=O)(=O)C1=CC=C(C)C=C1)C1=C(C(=O)N)C=CC=C1 (2-bromo-3-methoxy-6-(p-toluenesulfonyl)phenyl)benzamide